FC1=C(COC=2C=CC=C3C=C(NC23)CN2C(C(=CC=C2)NC([C@H](CC/C=C/C(=O)N(C)C)NC(=O)C2CCC(CC2)(F)F)=O)=O)C=CC(=C1)F (S,E)-N7-(1-((7-((2,4-Difluorobenzyl)oxy)-1H-indol-2-yl)methyl)-2-oxo-1,2-dihydropyridin-3-yl)-6-(4,4-difluorocyclohexancarboxamido)-N1,N1-dimethylhept-2-endiamid